COCCN1N=CC(=C1)C1=C(C(=O)OC)C=C(C=C1)[N+](=O)[O-] Methyl 2-[1-(2-methoxyethyl)-1H-pyrazol-4-yl]-5-nitrobenzoate